NC1=NC=2C(=CC=CC2C=2N1C=C(N2)CC2CCN(CC2)C(=O)C2=NC(=CC=C2)OC)F (4-((5-amino-7-fluoroimidazo[1,2-c]-quinazolin-2-yl)-methyl)piperidin-1-yl)(6-methoxypyridin-2-yl)methanone